COC1CC(CC1)C(=O)O 3-methoxycyclopentane-1-carboxylic acid